8-(2,6-Dimethoxy-4-propylphenyl)-6,7-dimethylimidazo[1,2-a]pyridine COC1=C(C(=CC(=C1)CCC)OC)C=1C=2N(C=C(C1C)C)C=CN2